C(=O)(O)[C@H](CCCNC(=O)C1=C(C(=O)O)C=CC=C1)NC(C1=CC=C(C=C1)NCC=1N=C2C(=NC(=NC2=NC1)N)N)=O 2-(((S)-4-carboxy-4-(4-(((2,4-diaminopteridin-6-yl)methyl)amino)benzamido)butyl)carbamoyl)benzoic acid